C(C1=CC=CC=C1)N(C(=O)NC1CC1)CC1=CC=CC=C1 1,1-dibenzyl-3-cyclopropylurea